BrC=1C(=C(OC2CCC(CC2)CCCCN2C[C@H](CC2)C=2C=CC=C3C(=NN(C23)C)C2C(NC(CC2)=O)=O)C=CC1)C 3-(7-((R)-1-(4-((1r,4S)-4-(3-bromo-2-methylphenoxy)cyclohexyl)butyl)pyrrolidin-3-yl)-1-methyl-1H-indazol-3-yl)piperidine-2,6-dione